ClC1=C(C(=CC=C1)Cl)/C=C/C=1OC2=C(C(=CC(=C2C(C1)=O)O)O)C1C(CN(CC1)C)O 2-[(E)-2-(2,6-dichlorophenyl)ethenyl]-5,7-dihydroxy-8-(3-hydroxy-1-methylpiperidin-4-yl)chromen-4-one